2-(4,6-dimethylpyrazolo[1,5-a]pyrazine-2-yl)-6-(4-methylpiperazin-1-yl)quinazoline-4(3H)-one CC=1C=2N(C=C(N1)C)N=C(C2)C2=NC1=CC=C(C=C1C(N2)=O)N2CCN(CC2)C